CC1NCCC(C1)CC1=CN=C2C(=NC(=NN21)O[C@@H](C)CCC)N 7-((2-methylpiperidin-4-yl)methyl)-2-(((S)-pent-2-yl)oxy)imidazo[2,1-f][1,2,4]triazin-4-amine